FC(OC1=CC=C(C=C1)C1CCC(CC1)COC=1N=NNC1C(=O)O)(F)F 4-((4-(4-(trifluoromethoxy)phenyl)cyclohexyl)methoxy)-1H-1,2,3-triazole-5-carboxylic acid